CC(=C)C1CCC(CC1)(C)OC(=O)C Beta-terpinyl acetate